N(=C=S)C(=O)OC(C)C isopropyl isothiocyanatocarboxylate